3-(t-butyl)-N-(6-methyl-5-(1-methyl-2-oxo-7-(phenylamino)-1,2-dihydropyrimido[4,5-d]pyrimidin-3(4H)-yl)pyridin-3-yl)benzamide C(C)(C)(C)C=1C=C(C(=O)NC=2C=NC(=C(C2)N2C(N(C3=NC(=NC=C3C2)NC2=CC=CC=C2)C)=O)C)C=CC1